methyl-1-(2-methyl-5-(5-(trifluoromethyl)-4-((2-(trimethylsilyl)ethoxy)methyl)-4H-1,2,4-triazol-3-yl)pyridin-3-yl)azetidine-3-carbonitrile CC1N(CC1C#N)C=1C(=NC=C(C1)C1=NN=C(N1COCC[Si](C)(C)C)C(F)(F)F)C